2-(2-chloro-5-(3,5-dimethyl-2,6-dioxo-4-thioxo-1,3,5-triazin-1-yl)-4-fluorophenoxy)acetic acid ClC1=C(OCC(=O)O)C=C(C(=C1)F)N1C(N(C(N(C1=O)C)=S)C)=O